COC(C[SiH2]CCCN1CN(CC1)CCC[SiH2]CC(OC)OC)OC 1,3-bis(3-(dimethoxyethylsilyl)propyl)imidazoline